FC1(CN(C1)C1=CC(=NC=C1)N1N=CC(=C1)S(=O)(=O)NC=1C=CC=C2C=NN(C12)C)C 1-(4-(3-FLUORO-3-METHYLAZETIDIN-1-YL)PYRIDIN-2-YL)-N-(1-METHYL-1H-INDAZOL-7-YL)-1H-PYRAZOLE-4-SULFONAMIDE